C1(CC1)C1=CC(=NN1)NC1=NC(=NC=C1)N1CC(CCC1)C(C)(C)NC(OC(C)(C)C)=O tert-Butyl N-[1-[1-[4-[(5-cyclopropyl-1H-pyrazol-3-yl)amino]pyrimidin-2-yl]-3-piperidyl]-1-methyl-ethyl]carbamate